O1C2=C(NCC1)C=CC(=C2)B(O)O 3,4-DIHYDRO-2H-BENZO[B][1,4]OXAZIN-7-YLBORONIC ACID